di-n-Propyl Disulphide C(CC)SSCCC